IC1=NN(C2=CC(=CC=C12)[N+](=O)[O-])C1OCCCC1 3-iodo-6-nitro-1-tetrahydropyran-2-yl-indazole